6-chloro-N-(5-methyl-1,3,4-oxadiazole-2-yl)-2-(trifluoromethyl)nicotinamide ClC1=NC(=C(C(=O)NC=2OC(=NN2)C)C=C1)C(F)(F)F